1-(2,4-Difluoro-phenyl)-3b,4,4a,5-tetrahydro-1H-cyclopropa[3,4]cyclopenta[1,2-c]pyrazole-3-carboxylic acid ((S)-2-hydroxy-1-phenyl-ethyl)-amide OC[C@H](C1=CC=CC=C1)NC(=O)C=1C2=C(N(N1)C1=C(C=C(C=C1)F)F)CC1C2C1